C(C)C(CCOCCOCCOCCOCCNC(OC(C)(C)C)=O)(C(=O)OCC)NC(C1=NC(=C(C=C1)N1CC(C1)OC)OC[C@@H]1[C@H](C1)CO)=O Ethyl 20-ethyl-20-(6-(((1s,2s)-2-(hydroxymethyl)cyclopropyl)methoxy)-5-(3-methoxyazetidin-1-yl)picolinamido)-2,2-dimethyl-4-oxo-3,8,11,14,17-pentaoxa-5-azahenicosan-21-oate